ClC=1C=C(C=C(C1CC1=CC(=C(C=C1)OC)C1=CC=CC=C1)Cl)O 3,5-dichloro-4-[(4-methoxy-3-phenyl-phenyl)methyl]phenol